S(=O)(=O)(ON1[C@@H]2CC[C@H](N(C1=O)C2)C(NC(=O)C2CC(CCC2)NC(C)=O)=N)O (2S,5R)-2-(N-(3-acetamidocyclohexane-1-carbonyl) carbamimidoyl)-7-oxo-1,6-diazabicyclo[3.2.1]octan-6-yl hydrogen sulfate